C1=CC=C2C=CC=3C(=C12)C=CC(=CC3)O cyclohepta[1,2-e]inden-8-ol